C1(=CC=CC=C1)C1=CC=C2C(=N1)NC(=C2)B(O)O 6-PHENYL-1H-PYRROLO[2,3-B]PYRIDINE-2-BORONIC ACID